N,N-dimethyl-amine oxide C[NH+](C)[O-]